6-(1H-pyrazol-4-yl)-5-[3-(trifluoromethyl)-1H-1,2,4-triazol-5-yl]-11-oxa-2,4,7-triazatricyclo[7.4.0.03,7]trideca-1,3,5,8-tetraene N1N=CC(=C1)C1=C(N=C2N=C3CCOCC3=CN12)C1=NC(=NN1)C(F)(F)F